dichloro-1λ4,2,3-dithiazol-1-ylium chloride [Cl-].ClC=1C(=NS[S+]1)Cl